4-(N-methylsulfamoyl)butanoic acid CNS(=O)(=O)CCCC(=O)O